[Al].CC1=CC=CC(=N1)C1=NC=CC(=N1)NC1=NC(=NC=C1)NC1=CC=C(C=C1)CN1C[C@@H](NCC1)CO [(2R)-4-[[4-[[4-[[2-(6-methyl-2-pyridyl)pyrimidin-4-yl]amino]pyrimidin-2-yl]amino]phenyl]methyl]piperazin-2-yl]methanol Aluminium